Di-lauryl-amine C(CCCCCCCCCCC)NCCCCCCCCCCCC